NC1=NN(C2=CC=CC(=C12)C1=CC=C(C=C1)Br)CCO 2-(3-amino-4-(4-bromophenyl)-1H-indazol-1-yl)ethan-1-ol